1-(4-bromophenyl)-4,4,4-trifluorobutane-1,3-dione BrC1=CC=C(C=C1)C(CC(C(F)(F)F)=O)=O